BrC=1C=C(C=CC1)NC(OC(C)(C)C)=O tert-butyl (3-bromophenyl)carbamate